N-(1-(2-(cyclopropanesulfonamido)thiazol-4-yl)-3-methoxypropyl)-2-fluoro-4-(6-(trifluoromethyl)pyrazin-2-yl)benzamide C1(CC1)S(=O)(=O)NC=1SC=C(N1)C(CCOC)NC(C1=C(C=C(C=C1)C1=NC(=CN=C1)C(F)(F)F)F)=O